FC=1C=C(C=C(C1F)C(=O)C=1C=C2N=CC=NC2=CC1)NC(=O)NC1=CC(=CC=C1)C(F)(F)F 1-(3,4-difluoro-5-(quinoxaline-6-carbonyl)phenyl)-3-(3-(trifluoromethyl)phenyl)urea